C[N-]OC N,O-dimethylhydroxyamide